FC1=CC=C(CN2CCC3=CC(=CC=C23)NS(=O)(=O)C2=CC=CC=C2)C=C1 N-(1-(4-fluorobenzyl)indolin-5-yl)benzenesulfonamide